S1C(=NC2=C1C=CC=C2)NC2=C(C=C(N=N2)N(C=2SC=C(N2)C(=O)O)CC(CO)OC)C 2-[[6-(1,3-benzothiazol-2-ylamino)-5-methyl-pyridazin-3-yl]-(3-hydroxy-2-methoxy-propyl)amino]thiazole-4-carboxylic acid